O=C([C@H](CCCC)NC(OC(C(F)(F)C1=CC(=CC=C1)Cl)C1=CC=CC=C1)=O)N[C@H](C=O)CC=1C(NC=CC1)=O 2-(3-chlorophenyl)-2,2-difluoro-1-phenylethyl ((S)-1-oxo-1-(((S)-1-oxo-3-(2-oxo-1,2-dihydropyridin-3-yl)propan-2-yl)amino)hexan-2-yl)carbamate